oxo-imidazolidinyl-acrylamide O=C=C(C(=O)N)N1CNCC1